C(C)(C)(C)N1C(=NC2=C1C(=C(C=C2)F)F)NC(CC2C(C(C2)(F)F)(F)F)=O N-(1-(tert-butyl)-6,7-difluoro-1H-benzo[d]imidazol-2-yl)-2-(2,2,3,3-tetrafluorocyclobutyl)acetamide